CC(C)C[O-].CC(C)C[O-].CC(C)C[O-].CC(C)C[O-].[Sn+4] tin tetraisobutoxide